N=1N=CN2C=NC(=CC21)OC2=C(C=C(C=C2)NC2=NC=NC1=CC=C(C=C21)N2C[C@@H](CCC2)C(=O)OC(C)(C)C)C Tert-Butyl (R)-(1-(4-((4-([1,2,4]triazolo[4,3-c]pyrimidin-7-yloxy)-3-methylphenyl)amino)quinazolin-6-yl)piperidin-3-yl)carboxylate